2-(N-((7-fluoro-3,4-dihydro-4-oxoquinazolin-2-yl)methyl)-N-methylamino)-N-(3-fluorophenyl)-N-methylacetamide FC1=CC=C2C(NC(=NC2=C1)CN(C)CC(=O)N(C)C1=CC(=CC=C1)F)=O